3-(((1-((6-chloropyridin-3-yl)amino)isoquinolin-6-yl)oxy)methyl)oxetane-3-carbonitrile ClC1=CC=C(C=N1)NC1=NC=CC2=CC(=CC=C12)OCC1(COC1)C#N